2,6-bis(1,1-dimethylethyl)phenol CC(C)(C)C1=C(C(=CC=C1)C(C)(C)C)O